NCCC=1C=CC=C2C(=NC(=NC12)NC1=CC(=C(C=C1)F)Cl)N[C@H](CC)C1CC1 (R)-8-(2-aminoethyl)-N2-(3-chloro-4-fluorophenyl)-N4-(1-cyclopropylpropyl)quinazoline-2,4-diamine